C(C)(=O)[C@]12CN(C[C@@H]2C1)C(=O)OC(C)(C)C tert-Butyl (1R,5R)-1-acetyl-3-azabicyclo[3.1.0]hexane-3-carboxylate